(R)-4-(3H-[1,2,3]triazolo[4,5-b]pyridin-3-yl)-2-fluoro-N-(piperidin-3-yl)-N-(7-(pyrimidin-5-yl)isoquinolin-1-yl)benzamide N1=NN(C2=NC=CC=C21)C2=CC(=C(C(=O)N(C1=NC=CC3=CC=C(C=C13)C=1C=NC=NC1)[C@H]1CNCCC1)C=C2)F